1-(7-Ethylbenzo[4,5]imidazo[1,2-a]pyridin-3-yl)azetidin-3-ol C(C)C=1C=CC2=C(N=C3N2C=CC(=C3)N3CC(C3)O)C1